C(C)(C)C1=NC=NC=C1N 4-isopropyl-pyrimidin-5-amine